C(#N)C1=NC=C(C=C1SCCC(C#N)C#N)C(F)(F)F 2-[2-[[2-cyano-5-(trifluoromethyl)-3-pyridyl]sulfanyl]ethyl]-propanedinitrile